di(3-acetoxy-2-hydroxypropyl)ether C(C)(=O)OCC(COCC(COC(C)=O)O)O